C(CC)OB(O)O propyl-boric acid